(S)-2-(10-((2-(2-(4-(4-chlorophenyl)-2,3,9-trimethyl-6H-thieno[3,2-f][1,2,4]triazolo[4,3-a][1,4]diazepin-6-yl)acetamido)ethyl)amino)decanamido)-N-(4,5-dimethyl-thiazol-2-yl)benzamide ClC1=CC=C(C=C1)C1=N[C@H](C=2N(C3=C1C(=C(S3)C)C)C(=NN2)C)CC(=O)NCCNCCCCCCCCCC(=O)NC2=C(C(=O)NC=3SC(=C(N3)C)C)C=CC=C2